7-chloro-N-isopropyl-N,1-dimethylpyrrolo[2,3-c]pyridine-2-carboxamide ClC=1N=CC=C2C1N(C(=C2)C(=O)N(C)C(C)C)C